C(C)OCCOC(C(=C)C)=O methacrylic acid-2-Ethoxyethyl ester